isopropyl sulfate, hydroiodide I.S(=O)(=O)(OC(C)C)O